C(C)OC(C(F)(F)F)(C(F)(F)F)[C@]1(CN(CC1)CC=1C=CC(=NC1)C)CCC1=CC=C(C=C1)F (R)-5-((3-(2-ethoxy-1,1,1,3,3,3-hexafluoropropan-2-yl)-3-(4-fluorophenethyl)pyrrolidin-1-yl)methyl)-2-methylpyridine